C1(CC1)OC[C@@H](C(=O)O)NC(=O)OCC1C2=CC=CC=C2C=2C=CC=CC12 (2S)-3-cyclopropoxy-2-(9H-fluoren-9-ylmethoxycarbonylamino)propionic acid